C1[C@@H]([C@H](COC1(C(=O)O)O)O)O The molecule is a ketoaldonic acid that is the L-threo-isomer of 3-deoxyhex-2-ulopyranosonic acid. It is a conjugate acid of a 3-deoxy-L-threo-hex-2-ulopyranosonate.